tert-butyl (S)-4-(7-cyclobutyl-5-cyclopropyl-7H-pyrrolo[2,3-d]pyrimidin-4-yl)-3-methylpiperazine-1-carboxylate C1(CCC1)N1C=C(C2=C1N=CN=C2N2[C@H](CN(CC2)C(=O)OC(C)(C)C)C)C2CC2